COC1=CC=C(CN(C2=NC=CC=C2[C@@H](C)N(C=2C3=C(N=C(N2)SC)CC(OC3)C3=CC=CC2=CC=CC(=C32)Cl)C)CC3=CC=C(C=C3)OC)C=C1 N-((R)-1-(2-(bis(4-methoxybenzyl)amino)pyridin-3-yl)ethyl)-7-(8-chloronaphthalen-1-yl)-N-methyl-2-(methylthio)-7,8-dihydro-5H-pyrano[4,3-d]pyrimidin-4-amine